FCS(=O)(=O)[O-].FCS(=O)(=O)[O-].[Li+].[Li+] lithium bis(monofluoromethanesulfonate)